(S)-6-(4-chlorophenyl)-N-(1-(3-fluoro-4-cyanophenyl)ethyl)-2-(1-Methyl-1H-pyrazol-4-yl)pyrimidine-4-carboxamide ClC1=CC=C(C=C1)C1=CC(=NC(=N1)C=1C=NN(C1)C)C(=O)N[C@@H](C)C1=CC(=C(C=C1)C#N)F